C(#C)C=1SC=C(N1)NC(=O)NCC1=CC=C(C=C1)C1=C2C(N(C=NC2=CC=C1)C)=O 1-(2-ethynylthiazol-4-yl)-3-(4-(3-methyl-4-oxo-3,4-dihydroquinazolin-5-yl)benzyl)urea